N-(4-bromo-3,5-difluorophenyl)acetamide BrC1=C(C=C(C=C1F)NC(C)=O)F